N1C(=NC2=C1C=CC=C2)C2=C(C=C(C=C2)Cl)C=2C(=CC(=CC2)C(NC(CCC)C2=C(C=CC=C2)OC)=O)C(=O)O 2'-(1H-1,3-benzodiazol-2-yl)-5'-chloro-4-{[1-(2-methoxyphenyl)butyl]carbamoyl}-[1,1'-biphenyl]-2-carboxylic acid